N=1C=C(N2C1SC1=C2C=CC=C1)C(=O)O benzo[d]imidazo[2,1-b]thiazole-3-carboxylic acid